2-chloro-4-(4-(1-methyl-4-(trifluoromethyl)-1H-imidazol-2-yl)benzyl)-4,5-dihydropyrrolo[2,3,4-de]Quinazoline ClC1=NC=2C=CC=C3C2C(=N1)N(C3)CC3=CC=C(C=C3)C=3N(C=C(N3)C(F)(F)F)C